(E)-6-(3-(4-(oxetan-3-yl)piperazin-1-yl)-3-oxoprop-1-en-1-yl)quinoline-2-carbaldehyde O1CC(C1)N1CCN(CC1)C(/C=C/C=1C=C2C=CC(=NC2=CC1)C=O)=O